COC1=C(C=C(C=N1)CCCC(=O)O)C(F)(F)F 4-(6-methoxy-5-(trifluoromethyl)pyridin-3-yl)butanoic acid